NC1=NC=2C=NC(=CC2C2=C1COC2)C(=O)N(CC=2N=NC(=CC2)C(F)(F)F)CC2CC2 4-amino-N-(cyclopropylmethyl)-N-((6-(trifluoromethyl)-3-pyridazinyl)methyl)-1,3-dihydrofuro[3,4-c][1,7]naphthyridine-8-carboxamide